OC1=C(C(CCC1)=O)C(C1=C(C(=CC=C1)OC1=CC=C(C=C1)OC)[N+](=O)[O-])=O 3-hydroxy-2-(3-(4-methoxyphenoxy)-2-nitrobenzoyl)cyclohex-2-enone